BrC1=C(C=CC=C1)CCOCCCN1C(C2=CC=CC=C2C1=O)=O 2-[3-[2-(2-bromophenyl)ethoxy]propyl]isoindoline-1,3-dione